5H-pyrrolo[3,4-b]pyridine-6(7H)-carboxamide N1=C2C(=CC=C1)CN(C2)C(=O)N